N-methoxy-N,2-dimethylpyrazolo[1,5-a]pyrimidine-5-carboxamide CON(C(=O)C1=NC=2N(C=C1)N=C(C2)C)C